ClC1=C(C=C(C=C1)NC(=O)[C@@H]1C([C@H]1C1=CC(=C(C=C1)F)C(F)(F)F)(Cl)Cl)NC(C1=C(C(=C(C=C1)NC(COCC(F)(F)F)=O)F)C)=O |r| trans-rac-N-(2-Chloro-5-(2,2-dichloro-3-(4-fluoro-3-(trifluoromethyl)phenyl)cyclopropane-1-carboxamido)phenyl)-3-fluoro-2-methyl-4-(2-(2,2,2-trifluoroethoxy)acetamido)benzamide